4-[3-[2,6-dichloro-4-(3-oxoazetidin-1-yl)benzoyl]-2,4-dihydro-1,3-benzoxazin-8-yl]-5-fluoro-2-(3-oxa-8-azabicyclo[3.2.1]oct-8-yl)benzoic acid methyl ester COC(C1=C(C=C(C(=C1)F)C1=CC=CC=2CN(COC21)C(C2=C(C=C(C=C2Cl)N2CC(C2)=O)Cl)=O)N2C1COCC2CC1)=O